ClC1=C(C=C(C(=C1)OC(C(C(F)(F)F)F)(F)F)Cl)NC(=O)NC(C1=C(C=CC=C1F)F)=O 1-[2,5-dichloro-4-(hexafluoropropoxy)phenyl]-3-(2,6-difluorobenzoyl)urea